C(C)N1CCN(CC1)C(COC1=CC=C(/C=C/C2=C(C(=CC(=C2)OC)OC)C=CC(=O)C2=C(C=CC(=C2)OC)O)C=C1)=O 3-(2-((E)-4-(2-(4-ethylpiperazin-1-yl)-2-oxoethoxy)styryl)-4,6-dimethoxyphenyl)-1-(2-hydroxy-5-methoxyphenyl)prop-2-en-1-one